C(C)OC=1C=C(C=CC1S(NC1=CC(=C(C=C1)F)OC(F)(F)F)(=O)=O)NC([C@H](C(C)C)CO)=O (R)-N-(3-ethoxy-4-(N-(4-fluoro-3-(trifluoromethoxy)phenyl)sulfamoyl)phenyl)-2-(hydroxymethyl)-3-methylbutanamide